propenyl-α-vinyl-γ-butyrolactone C(=CC)C1(C(=O)OCC1)C=C